BrC=1C=C2C(=CC(=NC2=NC1)OCC1=CC=C(C=C1)OC)Cl 6-bromo-4-chloro-2-[(4-methoxyphenyl)methoxy]-1,8-naphthyridine